2-(5-methoxyisochroman-1-yl)-1H-imidazole COC1=C2CCOC(C2=CC=C1)C=1NC=CN1